BrC1=NC(=C(C=O)C=C1C)C 6-bromo-2,5-dimethyl-nicotinaldehyde